Citric acid, disodium salt [Na+].[Na+].C(CC(O)(C(=O)O)CC(=O)[O-])(=O)[O-]